1-BROMO-3-CHLORO-5-DIMETHYLPHOSPHORYLBENZENE BrC1=CC(=CC(=C1)P(=O)(C)C)Cl